docosyl n-hexanoate C(CCCCC)(=O)OCCCCCCCCCCCCCCCCCCCCCC